1-[(2-cyano-4-{6,6-difluoro-3-azabicyclo[3.1.0]hex-3-yl}phenyl)methyl]-1H-imidazole-4-carboxylic acid C(#N)C1=C(C=CC(=C1)N1CC2C(C2C1)(F)F)CN1C=NC(=C1)C(=O)O